CC1CN(CCN1)C2=C(C=C3C(=C2)N(C=C(C3=O)C(=O)O)C4=C(C=C(C=C4)F)F)F The molecule is a quinolone that is 4-oxo-1,4-dihydroquinoline-3-carboxylic acid which is substituted at positions 1, 6, and 7 by 2,4-difluorophenyl, fluorine, and 3-methylpiperazin-1-yl groups, respectively. It is a quinolone, an amino acid, a monocarboxylic acid, an organofluorine compound, a secondary amino compound, a tertiary amino compound, a N-arylpiperazine and a quinolone antibiotic.